CN1N=CN=C1CN (1-methyl-1H-1,2,4-triazol-5-yl)methylamine